CC1=C(C(=CC(=C1)C)C)[Mg]Br (2,4,6-trimethylphenyl)magnesium bromide